ClC1=NN2C(N=CC3=C2[C@](C[C@H]3C(=O)NC=3C=NC(=C(C3)Cl)N3N=CC=N3)(C(F)(F)F)C)=C1 (6R,8S)-2-chloro-N-(5-chloro-6-(2H-1,2,3-triazol-2-yl)pyridin-3-yl)-8-methyl-8-(trifluoromethyl)-7,8-dihydro-6H-cyclopenta[e]pyrazolo[1,5-a]pyrimidine-6-carboxamide